[OH-].[Ga+3].[OH-].[OH-] Gallium hydroxid